1-benzyl-3-(5-(2-fluoro-5-((4-oxo-3,4-dihydrophthalazin-1-yl)methyl)phenyl)-1H-benzimidazol-2-yl)urea C(C1=CC=CC=C1)NC(=O)NC1=NC2=C(N1)C=CC(=C2)C2=C(C=CC(=C2)CC2=NNC(C1=CC=CC=C21)=O)F